3-(methylsulfonyl)cyclobutanamine CS(=O)(=O)C1CC(C1)N